C(C#C)NC(C1=CC=CC=C1)=O N-prop-2-ynyl-benzamide